C(C)OC(=O)C1=NN(C(=C1)C=CC1=CC=2CCCCC2C(=C1)OCC1=CC=CC=C1)C 5-(2-(4-(benzyloxy)-5,6,7,8-tetrahydronaphthalen-2-yl)vinyl)-1-methyl-1H-pyrazole-3-carboxylic acid ethyl ester